ClC1=NNC2=CC=C(C=C12)NS(=O)(=O)CCCC N-(3-chloro-1H-indazol-5-yl)butane-1-sulfonamide